antimony octylcyclohexylantimony chloride C(CCCCCCC)[Sb](C1CCCCC1)Cl.[Sb]